COC=1C=C2C(=NC=NC2=CC1OC)O 6,7-dimethoxyquinazolin-4-ol